ClC1=CC=C(C=C1)C1=C(C=C(C=C1)N1CCN(CC1)C(=O)OC(C)(C)C)C(C1CCN(CC1)C1=CC=C(C=C1)C(=O)OC)O Tert-butyl 4-(4'-chloro-2-(hydroxy(1-(4-(methoxycarbonyl)phenyl)piperidin-4-yl)methyl)-[1,1'-biphenyl]-4-yl)piperazine-1-carboxylate